C(=C)[C@H]1N(CCN(C1)C(=O)OCC1=CC=CC=C1)C(=O)OC(C)(C)C 4-benzyl 1-(tert-butyl) (R)-2-vinylpiperazine-1,4-dicarboxylate